1-amino-1-cyclopentanemethanol NC1(CCCC1)CO